2-propenyl-1-hexyloxyethane C(=CC)CCOCCCCCC